FC1=CC(=C(C=C1C=1SC(=CN1)C(=O)N1CCOCC1)NC(=O)C1=CNC(C=C1C(F)(F)F)=O)N1C[C@H](N([C@H](C1)C)C)C |r| N-[4-fluoro-5-[5-(morpholine-4-carbonyl)-1,3-thiazol-2-yl]-2-[rac-(3R,5S)-3,4,5-trimethylpiperazin-1-yl]phenyl]-6-oxo-4-(trifluoromethyl)-1H-pyridine-3-carboxamide